[Se].[Mn].[Cr] chromium manganese selenium